CC1=CC=C(C=C1)S(=O)(=O)O.NC/C(/COC1=CC2=C(N=C(O2)N(CC(=O)NC)C)C=C1)=C\F (E)-2-((6-((2-(aminomethyl)-3-fluoroallyl)oxy)-benzo[d]oxazol-2-yl)(methyl)amino)-N-methylacetamide 4-methylbenzene-sulfonate